C1(CCCC1)OC1=CC=C(C=C1)C=1C=C(C(=O)N/N=C/C2=CC(=CC(=C2)OC)OC)C=CN1 (E)-2-(4-(cyclopentyloxy)phenyl)-N'-(3,5-dimethoxybenzylidene)isonicotinohydrazide